3-oxo-1-oxa-6-azaspiro[3.3]Heptane-6-carboxylic acid tert-butyl ester C(C)(C)(C)OC(=O)N1CC2(C(CO2)=O)C1